FC(C=1C(=C(C=CC1)[C@@H](C)NC=1C=2C(N=C(N1)C)=C(C(N(C2)C2(CC2)CF)=O)C=2C(=NOC2C)C)F)F (R)-4-((1-(3-(difluoromethyl)-2-fluorophenyl)ethyl)amino)-8-(3,5-dimethylisoxazole-4-yl)-6-(1-(fluoromethyl)cyclopropyl)-2-methylpyrido[4,3-d]pyrimidin-7(6H)-one